ClC=1SC(=CN1)CCl 2-chloro-5-chloromethylthiazole